Methoxypropyl-triethoxysilane COCCC[Si](OCC)(OCC)OCC